4-(aminomethyl)tetrahydro-2H-pyran-4-carboxylic acid NCC1(CCOCC1)C(=O)O